FC(C(C(C(C(CCCC)F)(F)F)(F)F)(F)F)(F)F 1,1,1,2,2,3,3,4,4,5-decafluorononane